5-bromo-3-fluoro-2-(3-methoxyazetidin-1-yl)pyridine BrC=1C=C(C(=NC1)N1CC(C1)OC)F